Benzyl 3-[6-(cyclopropyl-amino)-2-fluoropyridin-3-yl]-1-(oxetan-3-yl)pyrazole-4-carboxylate C1(CC1)NC1=CC=C(C(=N1)F)C1=NN(C=C1C(=O)OCC1=CC=CC=C1)C1COC1